(2R,3'R)-4,4-difluoro-N-(3-(5-fluoro-2-((3-methoxy-1-methyl-1H-pyrazol-4-yl)amino)pyrimidin-4-yl)-1H-indol-7-yl)-1'-methyl-[1,3'-bipyrrolidine]-2-carboxamide FC1(C[C@@H](N(C1)[C@H]1CN(CC1)C)C(=O)NC=1C=CC=C2C(=CNC12)C1=NC(=NC=C1F)NC=1C(=NN(C1)C)OC)F